BrC1=CC(=C(O[C@H](C(=O)O)C)C=C1)C(CC)(F)F (S)-2-(4-bromo-2-(1,1-difluoropropyl)phenoxy)propionic acid